alpha-naphthyl isothiocyanate C1(=CC=CC2=CC=CC=C12)N=C=S